ClC=1C=C2C=CN(C2=C(C1)C1=C2C(=NC=C1)C=C(S2)CN2C(C1C(C1C2=O)(C)C)=O)CC2(CCN(CC2)CC)C#N 4-((5-chloro-7-(2-((6,6-dimethyl-2,4-dioxo-3-azabicyclo[3.1.0]hexane-3-yl)methyl)thieno[3,2-b]pyridin-7-yl)-1H-indol-1-yl)methyl)-1-ethylpiperidine-4-carbonitrile